butyl 3-((tert-butylsulfinyl)amino)-3-(4-chloropyridin-2-yl)propanoate C(C)(C)(C)S(=O)NC(CC(=O)OCCCC)C1=NC=CC(=C1)Cl